COC1=CC=C(COCC=2C=C(C=CC2C)[C@H](C(C(=O)OC)(C)C)OCC#C)C=C1 methyl (R)-3-(3-(((4-methoxybenzyl)oxy)methyl)-4-methylphenyl)-2,2-dimethyl-3-(prop-2-yn-1-yloxy)propanoate